CC1=C(C(=O)NC(C)C2=CC(=NC3=CC=CC=C23)NCC2=CN=CO2)C=CC=C1 2-methyl-N-[1-(2-{[(1,3-oxazol-5-yl)methyl]amino}quinolin-4-yl)ethyl]benzamide